[Zr].C(C)NC ethylmethylamine zirconium